FC1=CC=C(C=C1)C=1C=C(C=CC1)C1=CC=C(C=C1)N 4''-Fluoro-[1,1':3',1''-terphenyl]-4-amine